[Mg].CC1(C(C=2CCCOC2C(C1)=O)=O)S(=O)(=O)O 6-methyl-5,8-dioxo-3,4,5,6,7,8-hexahydro-2H-chromene-6-sulfonic acid magnesium